BrC=1C=C(C2=C(C(=CO2)CO)C1)OCC1=CN=CN1C (5-bromo-7-((1-methyl-1H-imidazol-5-yl)methoxy)benzofuran-3-yl)methanol